(1S,4s)-4-(8-(4-chloro-2,6-difluorophenylamino)-2-((R)-tetrahydrofuran-3-ylamino)-9H-purin-9-yl)cyclohexanecarboxamide ClC1=CC(=C(C(=C1)F)NC=1N(C2=NC(=NC=C2N1)N[C@H]1COCC1)C1CCC(CC1)C(=O)N)F